C(C1=CC=CC=C1)C=1N(C=2C(=C3CC[C@@H](N(C3=CC2)C(=O)OC)C)N1)[C@H]1CNCCC1 methyl (7S)-2-benzyl-7-methyl-3-[(3R)-piperidin-3-yl]-3H,6H,7H,8H,9H-imidazo[4,5-f]quinoline-6-carboxylate